C12N(CC(NC1)C2)C2=CC=C(C=N2)C=2OC(=NN2)C(F)F (6-(2,5-diazabicyclo[2.2.1]heptan-2-yl)pyridin-3-yl)-5-(difluoromethyl)-1,3,4-oxadiazole